[1,2,4]Triazine-4-carboxylic acid N1=NCN(C=C1)C(=O)O